[Fe](Cl)Cl.C1(=CC=CC=C1)C=1C2=CC=C(N2)C(=C2C=CC(C(=C3C=CC(=C(C=4C=CC1N4)C4=CC=CC=C4)N3)C3=CC=CC=C3)=N2)C2=CC=CC=C2 5,10,15,20-tetraphenyl-21H,23H-porphine iron chloride